FC(S(=O)(=O)OC1=C[C@@H]2CC[C@H](C1)N2C(=O)OCCCC)(F)F butyl (1S,5R)-3-(((trifluoromethyl) sulfonyl) oxy)-8-azabicyclo[3.2.1]oct-2-ene-8-carboxylate